NC1=C2N=C(N(C2=NC(=N1)OCC)CC1=C(C=C(CN(CC(=O)O)CC(=O)O)C=C1)OC)O 2,2'-((4-((6-amino-2-ethoxy-8-hydroxy-9H-purin-9-yl)methyl)-3-methoxy-benzyl)azanediyl)diacetic Acid